2-(3-(2-(2H-1,2,3-triazol-2-yl)propan-2-yl)-1-cyclopropyl-1H-pyrazol-5-yl)-5-fluoro-N4-methyl-7H-pyrrolo[2,3-d]pyrimidine-2,4-diamine N=1N(N=CC1)C(C)(C)C1=NN(C(=C1)C1(N=C(C2=C(N1)NC=C2F)NC)N)C2CC2